C(C)(C)(C)C1CC(CCC1)NC(=O)C1=CC(=CC(=C1)C(=O)NC1CC(CCC1)C(C)(C)C)C(=O)NC1CC(CCC1)C(C)(C)C 1,3,5-benzenetricarboxylic acid tris(3-tert-butylcyclohexylamide)